(2S,3S,5S)-4-[[3-(4-fluoro-2-methoxy-3-methyl-phenyl)-5-(trifluoromethyl)tetrahydrofuran-2-carbonyl]amino]pyridine-2-carboxamide FC1=C(C(=C(C=C1)[C@H]1[C@H](O[C@@H](C1)C(F)(F)F)C(=O)NC1=CC(=NC=C1)C(=O)N)OC)C